dec-1-en-3-one C=CC(CCCCCCC)=O